4,5,7,7-Tetramethyltetrazolo[1,5-a]pyrimidine-6-carboxylic acid CN1C=2N(C(C(=C1C)C(=O)O)(C)C)N=NN2